1-((dimethylamino)(dimethyliminio)methyl)-1H-[1,2,3]triazolo[4,5-b]pyridine 4-oxide hexafluorophosphate F[P-](F)(F)(F)(F)F.CN(C)C(N1N=NC2=[N+](C=CC=C21)[O-])=[N+](C)C